16-Hydroxypalmitic acid OCCCCCCCCCCCCCCCC(=O)O